C[C@]12OCC[C@@H]1[C@@]1(CCCC([C@H]1CC2)(C)C)C (3aR,5aR,9aR,9bR)-3a,6,6,9a-tetramethyldodecahydronaphtho[2,1-b]furan